C(C)(C)(C)C=1SC(=CN1)C(=O)NCC1=C(C=C(C=C1)C1=NC(=NC=C1)NC=1C=NN(C1)C1CCN(CC1)S(=O)(=O)C)C 2-(tert-butyl)-N-(2-methyl-4-(2-((1-(1-(methylsulfonyl)piperidin-4-yl)-1H-pyrazol-4-yl)amino)pyrimidin-4-yl)benzyl)thiazole-5-carboxamide